C(#N)C1=C(C=CC(=C1)F)C1(CC1)C(=O)OC methyl 1-(2-cyano-4-fluorophenyl)cyclopropane-1-carboxylate